Racemic-N-(8,9-difluoro-6-oxo-1,4,5,6-tetrahydro-2H-thiopyrano[3,4-c]isoquinolin-1-yl)-8-fluoro-N-methylindolizine-2-carboxamide FC=1C(=CC=2C3=C(NC(C2C1)=O)CSC[C@@H]3N(C(=O)C=3C=C1C(=CC=CN1C3)F)C)F |r|